N-(3-chloro-2-methoxyphenyl)-4-[({3-[2-(1,4-dioxan-2-yl)ethoxy]pyridin-4-yl}methyl)amino]-2-oxo-1,2,5,6-tetrahydropyridine-3-carbothioamide ClC=1C(=C(C=CC1)NC(=S)C=1C(NCCC1NCC1=C(C=NC=C1)OCCC1OCCOC1)=O)OC